C(CCC)OC1=CC=C(C=C1)S(=O)(=O)C=1C=NC2=CC=C(C=C2C1N1CCC(CC1)N1CCSCC1)SC 4-(1-(3-((4-butoxyphenyl)sulfonyl)-6-(methylthio)quinolin-4-yl)piperidin-4-yl)thiomorpholine